hydroxyethylethylenediamine trisodium salt [Na].[Na].[Na].OCCNCCN